Bis(3-trimethoxysilylpropyl)-N-methyl-amine CO[Si](CCCN(C)CCC[Si](OC)(OC)OC)(OC)OC